(2R,3S,4R,5R)-2-((R)-3-cyclopropyl-1-hydroxyprop-2-yn-1-yl)-5-(4-hydrazineylidene-1,4-dihydro-7H-pyrrolo[2,3-d]pyrimidin-7-yl)tetrahydrofuran-3,4-diol C1(CC1)C#C[C@@H](O)[C@H]1O[C@H]([C@@H]([C@@H]1O)O)N1C=CC2=C1NC=NC2=NN